[I-].C(C)[N+](C)(CCOCCOC)CC N,N-diethyl-N-[2-(2-methoxyethoxy)ethyl]-N-methyl-ammonium iodide